ClC1=C(C(=CC=C1)OC1=NC=C(C=N1)Cl)C(CCC(F)(F)F)=O 1-[2-chloro-6-(5-chloropyrimidin-2-yl)oxy-phenyl]-4,4,4-trifluoro-butan-1-one